C1(=CC=CC=C1)[C@H]([C@@H]1CC=2N=NC=CC2NC1)NC[C@H](C)C=1C=C(C=CC1)CC(=O)O |&1:19| 2-(3-((R and S)-1-(((S)-phenyl((R)-5,6,7,8-tetrahydropyrido[3,2-c]pyridazin-7-yl)methyl)amino)propan-2-yl)phenyl)acetic acid